C(#N)[C@H]1CN(CC[C@@H]1NC(=O)C1=CC(=CC=2N(C=NC21)CC(F)(F)F)C#CCNC2=C(C=C(C=C2)S(=O)(=O)C)OC)C N-[(3S,4S)-3-cyano-1-methyl-4-piperidyl]-6-[3-(2-methoxy-4-methylsulfonyl-anilino)prop-1-ynyl]-1-(2,2,2-trifluoroethyl)benzimidazole-4-carboxamide